OC(C(=O)OCC1CCN(CC1)C(=O)OC(C)(C)C)(C1=CC=CC=C1)C1=CC(=CC=C1)O tert-Butyl 4-((2-hydroxy-2-(3-hydroxyphenyl)-2-phenylacetoxy)methyl)piperidine-1-carboxylate